5-(4-fluoro-2-(1-(2-nitropyridin-3-yloxy)ethyl)phenyl)-1-methyl-1H-pyrazol FC1=CC(=C(C=C1)C1=CC=NN1C)C(C)OC=1C(=NC=CC1)[N+](=O)[O-]